COCC#CCN1N=CC2=CC(=CC=C12)C(=O)O[Li] lithio 1-(4-methoxybut-2-yn-1-yl)indazole-5-carboxylate